C(C1=CC=CC=C1)[C@@H](CCCC)NC1=C(C=NC2=CC=CC=C12)N N4-[(1R)-1-benzylpentyl]quinoline-3,4-diamine